OB1OC2=C(C[C@@H]1NC([C@@H](C1=CC=C(C=C1)P(=O)(O)O)NC(=O)[C@H]1N(CCC1)S(=O)(=O)C)=O)C=CC=C2C(=O)O (R)-2-hydroxy-3-((R)-2-((S)-1-(methylsulfonyl)pyrrolidine-2-carboxamido)-2-(4-phosphonophenyl)acetamido)-3,4-dihydro-2H-benzo[e][1,2]oxaborinine-8-carboxylic acid